t-butyl-((1S,3S)-3-isothiocyanatocyclobutoxy)dimethylsilane C(C)(C)(C)[Si](C)(C)OC1CC(C1)N=C=S